pyrimidin-5-ol hydrobromide Br.N1=CN=CC(=C1)O